(S)-1-(6-(2,4-dioxo-1,2,3,4-tetrahydropyrimidin-5-yl)imidazo[1,2-b]pyridazin-8-yl)-4,4-difluoropyrrolidin-3-yl (2-fluoro-4-methylphenyl)carbamate FC1=C(C=CC(=C1)C)NC(O[C@H]1CN(CC1(F)F)C=1C=2N(N=C(C1)C=1C(NC(NC1)=O)=O)C=CN2)=O